Tert-butyl (1R,5S,6s)-6-(((6-(1,3-dimethyl-1H-pyrazol-4-yl)pyridazin-3-yl)methyl)amino)-3-azabicyclo[3.1.0]hexane-3-carboxylate CN1N=C(C(=C1)C1=CC=C(N=N1)CNC1[C@@H]2CN(C[C@H]12)C(=O)OC(C)(C)C)C